C12C(C3CC(CC(C1)C3)C2)CC(=O)NC2=CC3=C(NC(=N3)CN(C(OC(C)(C)C)=O)C)C=C2 tert-Butyl N-[[5-[[2-(2-adamantyl)acetyl] amino]-1H-benzimidazol-2-yl] methyl]-N-methyl-carbamate